6-amino-1-benzyl-2-oxo-3,4-dihydroquinoline-5-carbonitrile NC1=C(C=2CCC(N(C2C=C1)CC1=CC=CC=C1)=O)C#N